ClC1=CC(=C(COC2=CC=CC(=N2)C2CCN(CC2)CC2=NC3=C(N2C)C=CC=C3OC(C)([2H])[2H])C=C1)F 2-((4-(6-((4-Chloro-2-fluorobenzyl)oxy)pyridin-2-yl)piperidin-1-yl)methyl)-4-(ethoxy-1,1-d2)-1-methyl-1H-benzo[d]imidazole